N1,N2,N2-trimethylethane-1,2-diamine 2,2,2-trifluoroacetate FC(C(=O)O)(F)F.CNCCN(C)C